COC1=C(C=C(C=C1)OC)CC(C)NC 1-(2,5-dimethoxyphenyl)-N-methylpropan-2-amine